(R)-2-methyl-3-cyanopropionate C[C@@H](C(=O)[O-])CC#N